vinyl tetrolate C(C#CC)(=O)OC=C